4-naphthalene-dimethanol C1(=CC=C(C2=CC=CC=C12)CO)CO